methyl 4-[[2-(2-tetrahydropyran-2-ylindazol-6-yl)acetyl]amino]pyridine-2-carboxylate O1C(CCCC1)N1N=C2C=C(C=CC2=C1)CC(=O)NC1=CC(=NC=C1)C(=O)OC